1-(2-quinolyl)ethan-1-ol N1=C(C=CC2=CC=CC=C12)C(C)O